methyl N-[5-[6-(6-fluoro-4-methyl-2,3-dihydroquinoxaline-1-carbonyl)-8-methyl-imidazo[1,2-a]pyridin-3-yl]-2-pyridyl]carbamate FC=1C=C2N(CCN(C2=CC1)C(=O)C=1C=C(C=2N(C1)C(=CN2)C=2C=CC(=NC2)NC(OC)=O)C)C